ClC1=NC(=CC(=C1)C(C)C1=CC=CC=C1)Cl 2,6-dichloro-4-(1-phenylethyl)pyridine